1,2-Dilinoleoyl-3-morpholinopropane C(CCCCCCC\C=C/C\C=C/CCCCC)(=O)CC(CN1CCOCC1)C(CCCCCCC\C=C/C\C=C/CCCCC)=O